C(C)(=O)NC1=C(C(=O)NC=2SC(=C(N2)C)C)C=CC(=C1)Br 2-acetamido-4-bromo-N-(4,5-dimethylthiazol-2-yl)benzamide